methyl 6-oxo-1-(tetrahydro-2H-pyran-4-yl)-4-((tetrahydro-2H-pyran-4-yl) amino)-1,6-dihydropyridine-3-carboxylate O=C1C=C(C(=CN1C1CCOCC1)C(=O)OC)NC1CCOCC1